[O-]S(=O)(=O)C(F)(F)F.C(CCC)[NH+]1C=C(C=C1)C 1-Butyl-3-Methylpyrrolium triflat